C(C)C(COC(CCSC1=CC=C(C=C1)CCN(C)C)=O)CCCC.NC1=C(C(=O)NCCBr)C=CC=C1 2-amino-N-(2-bromoethyl)benzamide 2-Ethylhexyl-3-[4-[2-(dimethylamino)ethyl]phenyl]sulfanylpropanoate